BrC1=C(C=CC(=N1)NC(=O)[C@H]1N([C@@H]2C[C@@H]2C1)C(=O)OC(C)(C)C)F tert-butyl (1R,3S,5R)-3-((6-bromo-5-fluoropyridin-2-yl) carbamoyl)-2-azabicyclo[3.1.0]hexane-2-carboxylate